2-[3-(4-chloro-2-hydroxy-6-methyl-phenyl)pyrrolo[2,3-c]pyridazin-7-yl]acetic acid ClC1=CC(=C(C(=C1)C)C1=CC2=C(N=N1)N(C=C2)CC(=O)O)O